(4aS,6R,8aS)-4a,5,9,10,11,12-hexahydro-3-methoxy-11-methyl-6H-[1]benzofuro[3a,3,2-ef][2]benzazepine-6-benzoate COC=1C=CC2=C3[C@@]4(CCN(C2)C)[C@@H](OC13)C[C@H](C=C4)C4=CC=CC=C4C(=O)[O-]